(1r,4r)-N1,N1-dibenzyl-N4-methyl-N4-(2,2,2-trifluoroethyl)-cyclohexane-1,4-diamine C(C1=CC=CC=C1)N(C1CCC(CC1)N(CC(F)(F)F)C)CC1=CC=CC=C1